Cl.FC1=CC(=CC2=C1N=C(S2)OC2CCNCC2)C2=CC1=CN(N=C1C(=C2)C#N)C 5-{4-Fluoro-2-[(piperidin-4-yl)oxy]-1,3-benzothiazol-6-yl}-2-methyl-2H-indazol-7-carbonitril-Hydrochlorid